N-(5,6-difluoro-1H-indol-3-yl)-1-(3-fluoro-5-(trifluoromethyl)benzyl)-2-oxo-2,3-dihydro-1H-thieno[2,3-b][1,4]thiazine-6-carboxamide FC=1C=C2C(=CNC2=CC1F)NC(=O)C1=CC2=C(SCC(N2CC2=CC(=CC(=C2)C(F)(F)F)F)=O)S1